mono-O-galloyl-glucose C(C1=CC(O)=C(O)C(O)=C1)(=O)O[C@@H](C=O)[C@@H](O)[C@H](O)[C@H](O)CO